SCCSC(CS)CSCCS 2,3-bis(mercaptoethylthio)-1-mercaptopropane